4-(1-(2-cyano-6-fluorophenyl)-5-(3,5-dimethylisoxazol-4-yl)-1H-pyrrolo[2,3-b]pyridin-3-yl)-3-(trifluoromethoxy)benzoic acid C(#N)C1=C(C(=CC=C1)F)N1C=C(C=2C1=NC=C(C2)C=2C(=NOC2C)C)C2=C(C=C(C(=O)O)C=C2)OC(F)(F)F